S(=O)(=O)(O)[O-].[Ag+2].[N+](=O)([O-])C1=C(C(=CC(=C1)[N+](=O)[O-])[N+](=O)[O-])S(=O)(=O)O.S(=O)(=O)(O)[O-] 2,4,6-TRINITROBENZENESULFONIC ACID silver(II) hydrogen sulphate